N-ethyl-3-amino-2-methylpropyldimethoxymethylsilane C(C)NCC(C[SiH2]C(OC)OC)C